tert-butyl [16-(11,12-didehydrodibenzo[b,f]azocin-5(6H)-yl)-13,16-dioxo-3,6,9-trioxa-12-azahexadec-1-yl]carbamate C1=CC=CC=2N(CC3=C(C#CC21)C=CC=C3)C(CCC(NCCOCCOCCOCCNC(OC(C)(C)C)=O)=O)=O